OCCOC=1C(=C(C2=CC=CC=C2C1)C1=CC=CC2=CC=CC=C12)OCCO Bishydroxyethoxy-1,1-binaphthyl